(((benzyloxy)carbonyl)(methyl)amino)-4-ethylpyrrolidine-1-carboxylate C(C1=CC=CC=C1)OC(=O)N(C)C1N(CC(C1)CC)C(=O)[O-]